COC1=C(CNS(=O)(=O)C2=C(C=CC(=C2)[N+](=O)[O-])N2N=CC(=C2)NC(OCC[Si](C)(C)C)=O)C=CC(=C1)OC 2-(trimethylsilyl)ethyl (1-{2-[(2,4-dimethoxybenzyl)sulfamoyl]-4-nitrophenyl}-1H-pyrazol-4-yl)carbamate